COC1=C(C=CC(=C1)OC)CN (2,4-Dimethoxyphenyl)methylamine